4-{[(6-Chloropyridin-3-yl)methyl](3,4,5-trifluorobenzyl)amino}furan-2(5H)-one ClC1=CC=C(C=N1)CN(C1=CC(OC1)=O)CC1=CC(=C(C(=C1)F)F)F